CN1N=NN=C1C(C1=CC=CC=C1)=NOCC1=CC=CC(=N1)NC(OCCC#C)=O 3-butyn-1-yl N-[6-[[[[(1-methyl-1H-tetrazol-5-yl)phenylmethylene]amino]oxy]methyl]-2-pyridinyl]-carbamate